4-((5-chloro-4-((2'-methyl-3'-oxospiro[cyclopropane-1,1'-isoindolin]-4'-yl)oxy)pyrimidin-2-yl)amino)-2-fluoro-5-methoxy-N-(7-methyl-7-azaspiro[3.5]nonan-2-yl)benzamide ClC=1C(=NC(=NC1)NC1=CC(=C(C(=O)NC2CC3(C2)CCN(CC3)C)C=C1OC)F)OC1=C3C(N(C2(C3=CC=C1)CC2)C)=O